(S)-N1-(7-amino-1-methyl-1H-pyrazolo[3,4-c]pyridin-4-yl)-N2-methyl-N2-(6-(trifluoromethyl)-2,3-dihydrobenzofuran-3-yl)oxalamide NC=1N=CC(=C2C1N(N=C2)C)NC(C(=O)N([C@@H]2COC1=C2C=CC(=C1)C(F)(F)F)C)=O